Cl.NCC(C(=O)O)(F)F 3-amino-2,2-difluoro-propionic acid hydrochloride salt